Cl.NCC1=CC(=C(C=C1)C(=N)NC(OCC1=CC=CC=C1)=O)F Benzyl ((4-(aminomethyl)-2-fluorophenyl)(imino)methyl)carbamate hydrochloride